ClC=1C=C(C=C2C(=C(C=NC12)C#N)NC1=CC(=C(C=C1)F)Cl)N[C@H](C=1N=NN(C1)C(C)C)C=1CCOCC1 (S)-8-chloro-4-((3-chloro-4-fluorophenyl)amino)-6-(((3,6-dihydro-2H-pyran-4-yl)(1-isopropyl-1H-1,2,3-triazol-4-yl)methyl)amino)quinoline-3-carbonitrile